methacrylamidopropyl-trimethylamine N-oxide C(C(=C)C)(=O)NCCCC[N+](C)(C)[O-]